(3S,4R)-4-(2-chlorophenyl)-6,6-dimethyltetrahydro-2H-pyran-3-carboxylic acid ClC1=C(C=CC=C1)[C@H]1[C@@H](COC(C1)(C)C)C(=O)O